O[C@@]1(CC[C@@H]2[C@H]3CC[C@]4([C@H]([C@@H]3CC[C@@H]2C1)[C@H]1[C@@H]([C@@H]4C(CN4N=NC=C4)=O)C1)C)C 1-((2R,4aS,4bR,6aS,7S,7aS,8aR,8bR,8cR,10aR)-2-hydroxy-2,6a-dimethyloctadecahydrocyclopropa[4,5]cyclopenta[1,2-a]phenanthren-7-yl)-2-(1H-1,2,3-triazol-1-yl)ethan-1-one